C(C)(C)(C)OC(=O)N[C@H](C)C=1NC2=C(N1)C(=C1C(=C2)CC(C1)C(=O)OCC)F ethyl 2-[(1R)-1-(tert-butoxycarbonylamino)ethyl]-8-fluoro-3,5,6,7-tetrahydrocyclopenta[f]benzimidazole-6-carboxylate